C(C)(C)OCC(=O)NC1=NC=CC(=C1)C1=CNC2=NC=CC(=C21)OC2=CC=C1CCNCC1=C2 2-Isopropoxy-N-(4-(4-((1,2,3,4-tetrahydroisochinolin-7-yl)oxy)-1H-pyrrolo[2,3-b]pyridin-3-yl)pyridin-2-yl)acetamid